OC(CCCCCN(C(OC(C)(C)C)=O)CC#C)C#C tert-Butyl (6-hydroxyoct-7-yn-1-yl)(prop-2-yn-1-yl)carbamate